[Si](C)(C)(C(C)(C)C)OC1C=2C=CC(=NC2CCC1)C(=O)[O-] 5-((tert-butyldimethylsilyl) oxy)-5,6,7,8-tetrahydroquinoline-2-carboxylate